1-[(1R)-1-aminoethyl]cyclopropane-1-carboxylic acid ethyl ester C(C)OC(=O)C1(CC1)[C@@H](C)N